bis(4-octylphenyl)propane C(CCCCCCC)C1=CC=C(C=C1)C(C)(C)C1=CC=C(C=C1)CCCCCCCC